3-(1-methyl-1H-indazol-6-yl)-6-(4-((tetrahydro-2H-pyran-4-yl)methyl)phenyl)-1,4-dihydrothieno[2',3':4,5]cyclopenta[1,2-c]pyrazole CN1N=CC2=CC=C(C=C12)C=1C2=C(NN1)C1=C(C2)SC(=C1)C1=CC=C(C=C1)CC1CCOCC1